COC1=C(C=CC=C1C1=NN(C=N1)C)NC1=NC(=NC=C1C(=O)OCC)NC1=NC(=CC=C1)C Ethyl 4-(2-methoxy-3-(1-methyl-1H-1,2,4-triazol-3-yl)phenylamino)-2-(6-methylpyridin-2-ylamino)pyrimidine-5-carboxylate